ClC1=CC(=NC=N1)C=1C=NC=2N(C1)N=C(C2)C 6-(6-chloropyrimidin-4-yl)-2-methylpyrazolo[1,5-a]pyrimidine